O=C1C2(CCN(CC2)C2=CC=C(C=N2)C(=O)OC(C)(C)C)CCCCN1 tert-Butyl 6-(7-oxo-3,8-diazaspiro[5.6]dodecan-3-yl)pyridine-3-carboxylate